(6-(4,4,5,5-tetramethyl-1,3,2-dioxaborolan-2-yl)-2H-indazole-2-ylmethyl)piperidine CC1(OB(OC1(C)C)C=1C=CC2=CN(N=C2C1)CN1CCCCC1)C